5-({(2s,3r)-6-amino-2-[4-(5-chloro-2-cyanophenyl)-5-methoxy-2-oxopyridin-1(2H)-yl]-3-methylhexanoyl}amino)pyrazolo[1,5-a]pyridine-3-carboxamide NCCC[C@H]([C@@H](C(=O)NC1=CC=2N(C=C1)N=CC2C(=O)N)N2C(C=C(C(=C2)OC)C2=C(C=CC(=C2)Cl)C#N)=O)C